C(C1=CC=CC=C1)OC(=O)N1CCC(CC1)OC(CCNC(=O)OC(C)(C)C)=O 4-((3-((tert-butoxycarbonyl)amino)propionyl)oxy)piperidine-1-carboxylic acid benzyl ester